C(C(=C)C)(=O)OCCC[Si](OCCOC)(OCCOC)OCCOC γ-methacryloxypropyltris(β-methoxyethoxy)silane